(S)-5-(4-cyanophenyl)-2-(4-fluoro-2-methylphenoxy)-4-methyl-N-(3-(S-methylsulfonyl)phenyl)nicotinamide C(#N)C1=CC=C(C=C1)C=1C=NC(=C(C(=O)NC2=CC(=CC=C2)S(=O)(=O)C)C1C)OC1=C(C=C(C=C1)F)C